C(C)(C)(C)OC(=O)N1CC(CC1)C#CCO 3-(3-hydroxy-prop-1-yn-1-yl)pyrrolidine-1-carboxylic acid tert-butyl ester